CN(CCOC1=CC=C(C=C1)C=1C=CC=C2C=NC(=NC12)NC1=CC=C(C=C1)N1CCNCC1)C 8-(4-(2-(dimethylamino)ethoxy)phenyl)-N-(4-(piperazin-1-yl)phenyl)quinazolin-2-amine